FC1=CC=C2C(=NNC2=C1)C1=C(C=CC=C1)[N+](=O)[O-] 6-fluoro-3-(2-nitrophenyl)-1H-indazole